(S)-1-(1-(3-chlorophenyl)-2-hydroxy-ethyl)-3-(1-(2-(pyridin-3-yl-amino)pyrimidin-4-yl)-1H-pyrazol-4-yl)urea ClC=1C=C(C=CC1)[C@@H](CO)NC(=O)NC=1C=NN(C1)C1=NC(=NC=C1)NC=1C=NC=CC1